6,6-dimethyltetrahydropyran-3-carbaldehyde CC1(CCC(CO1)C=O)C